N[C@H]1C[C@H](C1)NC(=O)C1=C(C=C(C=C1)NC(=O)C=1N(C(=CN1)C=1C(=NN(C1)C1=NC=C(C=C1)N)C(F)(F)F)C)Cl N-[4-[cis-(3-aminocyclobutyl)carbamoyl]-3-chloro-phenyl]-5-[1-(5-amino-2-pyridyl)-3-(trifluoromethyl)pyrazol-4-yl]-1-methyl-imidazole-2-carboxamide